(6aR,8S)-2-chloro-6a-methyl-5,6,6a,7,8,9-hexahydropyrrolo[1',2':4,5]-pyrazino[2,3-c]pyridazin-8-ol ClC=1C=C2C(=NN1)NC[C@@]1(N2C[C@H](C1)O)C